7-((3,4,5,6-tetrahydropyrrolo[3,4-c]pyrrol-2(1H)-yl)sulfonyl)-2,3-dihydro-[1,4]dioxino[2,3-b]pyridine C1N(CC2=C1CNC2)S(=O)(=O)C=2C=C1C(=NC2)OCCO1